sulfoaminobenzyl alcohol S(=O)(=O)(O)NC(C1=CC=CC=C1)O